phosphonium furan salt O1C=CC=C1.[PH4+]